OC[C@H](C1=CC=CC=C1)NC1=CC(=NC=C1C1=NC(=NO1)C)NC1=CC=C2C(=N1)C(OC2O)(C)C 2-((4-(((S)-2-hydroxy-1-phenylethyl)amino)-5-(3-methyl-1,2,4-oxadiazol-5-yl)pyridin-2-yl)amino)-7,7-dimethyl-5,7-dihydrofuro[3,4-b]pyridin-5-ol